ClC=1C(=CC2=C([C@@H]([C@](O2)(C2=CC=CC=C2)CNC)C)C1C1=C(C(=O)NC)C=CC(=C1F)OCCO)F 2-((2S,3S,4S)-5-Chloro-6-fluoro-3-methyl-2-((methylamino)methyl)-2-phenyl-2,3-dihydrobenzofuran-4-yl)-3-fluoro-4-(2-hydroxyethoxy)-N-methyl-benzamide